EthyleneImine C1CN1